1-hexyl-4,5-dimethylimidazolium C(CCCCC)N1C=[NH+]C(=C1C)C